N1CCC(CC1)OCC(=O)N1CCC(CC1)NC(OC(C)(C)C)=O tert-butyl (1-(2-(piperidin-4-yloxy)acetyl)piperidin-4-yl)carbamate